C1=CC=CC=2C3=CC=CC=C3C(C12)COC(=O)N(N(C)CC=1N(C2=CC=CC=C2C1)CCC(NCCNCC(NCCOCCOCCC(=O)O)=O)=O)C 1-(2-((2-(((9H-fluoren-9-yl)methoxy)carbonyl)-1,2-dimethylhydrazino)methyl)-1H-indol-1-yl)-3,9-dioxo-13,16-dioxa-4,7,10-triaza-nonadecane-19-oic acid